5-fluoro-3-methyl-6-(4-methylpiperazin-1-yl)-1H-indole-2-carboxylic acid FC=1C=C2C(=C(NC2=CC1N1CCN(CC1)C)C(=O)O)C